N[C@@H](C(C([2H])([2H])[2H])(C([2H])([2H])[2H])O)C1=CC=C(C=C1)OC([C@H](CCC)C)([2H])[2H] 2-((R)-Amino(4-(((S)-2-methylpentyl-1,1-d2)oxy)phenyl)methyl)propan-1,1,1,3,3,3-d6-2-ol